C=CC(C)=C cis-Isopren